ethyl 5-(2-(3,4-dichlorobenzamido)ethyl)isoxazole-3-carboxylate ClC=1C=C(C(=O)NCCC2=CC(=NO2)C(=O)OCC)C=CC1Cl